Cl.ClC(C)(N(CC)C)Cl dichloro-methyl-diethylamine hydrochloride